N-[5-(4-bromophenyl)thiazol-2-yl]-8-oxo-6,7-dihydro-5H-indolizine-5-carboxamide BrC1=CC=C(C=C1)C1=CN=C(S1)NC(=O)C1N2C=CC=C2C(CC1)=O